2-methoxy-5-[[2-oxo-2-[Rac-(2R,5S)-5-methyl-2-[2-(1-methyl-4-piperidyl)Indazol-6-Yl]-1-piperidyl]Acetyl]amino]pyridine-3-carboxamide COC1=NC=C(C=C1C(=O)N)NC(C(N1[C@H](CC[C@@H](C1)C)C=1C=CC2=CN(N=C2C1)C1CCN(CC1)C)=O)=O |r|